BrC=1C=C(C2=C([C@H](C(O2)(C)C)C2=CC=CC=C2)C1)NC(=O)NC1=CC=C(C=C1)C |r| (±)-1-(5-Bromo-2,2-dimethyl-3-phenyl-2,3-dihydrobenzofuran-7-yl)-3-(p-tolyl)urea